(S)-[6-(3-methyl-1H-pyrrolo[2,3-b]pyridin-5-yl)-8-[pyrrolidin-2-yl]-3,4-dihydroisoquinoline-2(1H)-yl]-[2-(trifluoromethyl)pyrimidin-5-yl]methanone CC1=CNC2=NC=C(C=C21)C=2C=C1CCN(CC1=C(C2)[C@H]2NCCC2)C(=O)C=2C=NC(=NC2)C(F)(F)F